(S)-3-((S)-sec-butyl)-N-methyl-2-oxo-1,2,3,5-tetrahydro-4H-benzo[e][1,4]diazepine-4-sulfonamide [C@H](C)(CC)[C@@H]1N(CC2=C(NC1=O)C=CC=C2)S(=O)(=O)NC